(6R)-6-[(tert-Butoxycarbonyl)amino]-5-oxo-1,4-diazacycloheptane-1-carboxylic acid phenylmethyl ester C1(=CC=CC=C1)COC(=O)N1CCNC([C@@H](C1)NC(=O)OC(C)(C)C)=O